bistrifluoromethylsulfonic acid FC(F)(F)OS(=O)(=O)C(F)(F)F